1-(2-chloroethyl)-3,7-dimethyl-3,7-dihydro-1H-purine ClCCN1CN(C2=NCN(C2=C1)C)C